2-(4-chlorophenyl)-1,1-difluoroethylene ClC1=CC=C(C=C1)C=C(F)F